NC1=C(OC2=CC(=CC(=C2)OC2=C(C=CC=C2)N)OC2=C(C=CC=C2)N)C=CC=C1 1,3,5-tri(aminophenoxy)benzene